FC1=C(C=C(C=C1)O)C(=O)N1CC2(C1)CC(C2)N2N=CC(=C2C2=NC=C(C=C2)F)C(F)(F)F (2-fluoro-5-hydroxyphenyl){6-[5-(5-fluoro-2-pyridyl)-4-(trifluoromethyl)-1-pyrazolyl]-2-aza-2-spiro[3.3]heptyl}methanone